C(\C=C/C(=O)O)(=O)O.CC(C)(C)NC[C@@H](COC1=NSN=C1N1CCOCC1)O (2S)-1-[(1,1-Dimethylethyl)amino]-3-[[4-(morpholin-4-yl)-1,2,5-thiadiazol-3-yl]oxy]propan-2-ol (Z)-butenedioate